N-(3-(4-(1-benzyl-5-isopropoxy-1H-benzo[d]imidazol-2-yl)-3-chlorophenoxy)propyl)acetamide C(C1=CC=CC=C1)N1C(=NC2=C1C=CC(=C2)OC(C)C)C2=C(C=C(OCCCNC(C)=O)C=C2)Cl